tert-butyl 6-(benzylthio)-3,4-dihydroisoquinoline-2(1H)-carboxylate C(C1=CC=CC=C1)SC=1C=C2CCN(CC2=CC1)C(=O)OC(C)(C)C